FC1=C(C=C(C=C1)CC1=NNC(C2=C(C=CC=C12)C)=O)C1=CC2=C(NC(=N2)NC(OC)=O)C=C1 Methyl (5-(2-fluoro-5-((5-methyl-4-oxo-3,4-dihydrophthalazin-1-yl)methyl) phenyl)-1H-benzoimidazol-2-yl)carbamate